3,4,6-tri-O-acetyl-2-azido-2-deoxy-α-D-glucopyranose C(C)(=O)O[C@@H]1[C@H]([C@@H](O)O[C@@H]([C@H]1OC(C)=O)COC(C)=O)N=[N+]=[N-]